N1(CCCCC1)N1CC(CCC1)N1CCCCC1 m-terpiperidine